4'-chloro-10'-(3-(hydroxymethyl)cyclopent-1-en-1-yl)-5'H-spiro[cyclohexane-1,7'-indolo[1,2-a]quinazolin]-5'-one ClC=1C=2C(N=C3N(C2C=CC1)C1=CC(=CC=C1C31CCCCC1)C1=CC(CC1)CO)=O